C(C)(C)(C)OC(=O)N(C(OC(C)(C)C)=O)C1=C(C(=NC=C1)C(C)(F)F)F tert-butyl N-tert-butoxycarbonyl-N-[2-(1,1-difluoroethyl)-3-fluoro-4-pyridyl]carbamate